(S)-3-((2-amino-5-(5-(chloromethyl)-2-methoxybenzyl)-6-methylpyrimidin-4-yl)amino)heptanoic acid tert-butyl ester C(C)(C)(C)OC(C[C@H](CCCC)NC1=NC(=NC(=C1CC1=C(C=CC(=C1)CCl)OC)C)N)=O